C12(CCC(C1)C2)COC(C=2NC(=C(N2)S(=O)(=O)C)C)C2=CC(=C(C=C2)F)Cl 2-[1-bicyclo[2.1.1]hexanylmethoxy-(3-chloro-4-fluorophenyl)methyl]-5-methyl-4-methylsulfonyl-1H-imidazole